5,10,15,20-tetra-aminophenylporphyrin NC=1C=CC=C(C1)C1=C2NC(=C1)C=C1C=CC(=N1)C(=C1C=CC(N1)=C(C=1C=CC(N1)=C2N)N)N